[C@H]12CN(C[C@H](CC1)N2)C2=NC(=NC1=C(C(=CC=C21)C2=CC(=CC1=CC=C(C(=C21)CC)F)O)F)OCCC(C)(C)O 4-(4-((1R,5S)-3,8-diazabicyclo[3.2.1]octan-3-yl)-8-fluoro-2-(3-hydroxy-3-methylbutoxy)quinazolin-7-yl)-5-ethyl-6-fluoronaphthalen-2-ol